4-(1-((1-(tert-butoxycarbonyl)piperidin-4-yl)methyl)piperidin-4-yl)piperazine-1-carboxylic acid Benzyl ester C(C1=CC=CC=C1)OC(=O)N1CCN(CC1)C1CCN(CC1)CC1CCN(CC1)C(=O)OC(C)(C)C